ClC=1C=C(C=CC1)N1CCN(CC1)C([C@@H](C1=CC=CC=C1)NC(CCC(=O)O)=O)=O (R)-4-((2-(4-(3-chlorophenyl)piperazin-1-yl)-2-oxo-1-phenylethyl)amino)-4-oxobutanoic acid